C(C)O\N=C(\C(=O)NC)/C1=C(C=CC=C1)CO/N=C(\C)/C1=CC(=CC=C1)C(F)(F)F (2E)-2-(Ethoxyimino)-N-methyl-2-(2-{[({(1E)-1-[3-(trifluoromethyl)-phenyl]ethyliden}amino)oxy]methyl}phenyl)ethanamid